NC1(C(CC=CC1)C(=O)O)C(=O)O amino-4-cyclohexene-1,2-dicarboxylic acid